BrC=1C(=C(C=CC1)C1=CC=C(C(=N1)OC)CN1C2CCC(C1)(CC2)C(=O)OC)Cl methyl 2-((6-(3-bromo-2-chlorophenyl)-2-methoxypyridin-3-yl)methyl)-2-azabicyclo[2.2.2]octane-4-carboxylate